1-{[6-(propan-2-yl)pyridin-3-yl]carbonyl}piperidin CC(C)C1=CC=C(C=N1)C(=O)N1CCCCC1